COC=1C=C(C=CC1OC)CC(=O)Cl 2-(3,4-dimethoxyphenyl)acetyl chloride